C12(CC(C1)C2)CC(=O)NC2=C(C=C(C=C2C)N2CC1=CC=C(C=C1CC2)F)C 2-(bicyclo[1.1.1]pentane-1-yl)-N-(4-(6-fluoro-3,4-dihydroisoquinolin-2(1H)-yl)-2,6-Dimethylphenyl)acetamide